FC=1C=CN2C1C(NC1=CC(=CC=C21)CN2CC(C(=CC2)C=2C=NC(=NC2)C(=O)NC)C)=O 5-(1-((3-fluoro-4-oxo-4,5-dihydropyrrolo[1,2-a]quinoxalin-7-yl)methyl)-3-methyl-1,2,3,6-tetrahydropyridin-4-yl)-N-methylpyrimidine-2-carboxamide